CC1=CCC(C(C)C)(O)CC1 (-/+)-Terpinen-4-ol